3-ethyl-2-(fluoro(3-(trifluoromethyl)pyridin-2-yl)methyl)imidazo[1,2-a]Pyridine-7-carboxylic acid C(C)C1=C(N=C2N1C=CC(=C2)C(=O)O)C(C2=NC=CC=C2C(F)(F)F)F